COC=1C(=CC2=CC=CC=C2C1)[C@H](N[S@@](=O)C(C)(C)C)C1CCNCC1 (S)-N-[(R)-(3-methoxynaphthalen-2-yl)(piperidin-4-yl)methyl]-2-methylpropane-2-sulfinamide